5-isopropoxypentanylamine C(C)(C)OCCCCCN